2,7,11-triazadispiro[3.0.45.34]dodecane-6-monoformate C1NCC12C1(C(NCC1)C(=O)[O-])CNC2